(2-mercaptoethyl)(3-mercaptobutyl)ether SCCOCCC(C)S